(S)-2-ethyl-6-(4-fluoro-6-(4-methylpiperazin-1-yl)-1H-benzo[d]imidazol-2-yl)-7-((1-(pyrimidin-2-yl)ethyl)amino)-2H-pyrazolo[4,3-b]pyridin-5(4H)-one C(C)N1N=C2C(NC(C(=C2N[C@@H](C)C2=NC=CC=N2)C2=NC3=C(N2)C=C(C=C3F)N3CCN(CC3)C)=O)=C1